C(C)(=O)OC(CC=1N=C2N(C=C(C=C2Br)C2CC2)C1)C1=NC(=NC(=C1)NC(=O)[C@@H]1[C@H](C1)C1=NC=CC(=N1)C)C 2-(8-bromo-6-cyclopropyl imidazo[1,2-a]pyridin-2-yl)-1-(2-methyl-6-((1S,2S)-2-(4-methylpyrimidin-2-yl)cyclopropane-1-carboxamido)pyrimidin-4-yl)ethyl acetate